Scandium trimethylsilyltrifluoromethansulfonat C[Si](C)(C)OS(=O)(=O)C(F)(F)F.[Sc]